5-[[2-[(2S,5R)-5-methyl-2-(1H-pyrazolo[3,4-b]pyridin-5-yl)-1-piperidyl]-2-oxo-acetyl]amino]pyridine-3-carboxamide C[C@@H]1CC[C@H](N(C1)C(C(=O)NC=1C=C(C=NC1)C(=O)N)=O)C=1C=C2C(=NC1)NN=C2